C[C@]12CC=3C=NNC3C[C@@H]1[C@H]([C@@H]([C@H]1[C@H]3[C@](CC[C@@H]12)(C=CC3)C)O)O (3aS,3bR,4R,5R,5aS,10aR,10bS,12aR)-10a,12a-dimethyl-3,3a,3b,4,5,5a,6,7,10,10a,10b,11,12,12a-tetradecahydrocyclopenta[5,6]naphtho[1,2-f]indazole-4,5-diol